(3,5-dibromo-4-hydroxyphenyl)(2-ethyl-1H-pyrrolo[2,3-c]pyridin-3-yl)methanone BrC=1C=C(C=C(C1O)Br)C(=O)C1=C(NC2=CN=CC=C21)CC